2-(4-(2-(4-chloro-2-fluorophenyl)-2-methylbenzo[d][1,3]dioxol-4-yl)-2-fluorobenzyl)-1-(((S)-oxetan-2-yl)methyl)-1H-benzo[d]imidazole-6-carboxylic acid ClC1=CC(=C(C=C1)C1(OC2=C(O1)C=CC=C2C2=CC(=C(CC1=NC3=C(N1C[C@H]1OCC1)C=C(C=C3)C(=O)O)C=C2)F)C)F